N4-(1H-indazol-6-yl)-5-methyl-N2-(4-(4-methylpiperazine-1-yl)phenyl)pyrimidine-2,4-diamine N1N=CC2=CC=C(C=C12)NC1=NC(=NC=C1C)NC1=CC=C(C=C1)N1CCN(CC1)C